3-(dimethylamino)prop-1-yn CN(CC#C)C